tert-butyl (S)-2-[2-(2-methylpyrimidine-5-carbonyl)-6-(3-methyl-1H-pyrrolo[2,3-b]pyridine-5-yl)-1,2,3,4-tetrahydroisoquinolin-8-yl]pyrrolidine-1-carboxylate CC1=NC=C(C=N1)C(=O)N1CC2=C(C=C(C=C2CC1)C=1C=C2C(=NC1)NC=C2C)[C@H]2N(CCC2)C(=O)OC(C)(C)C